N1C=NC2=C1C=CC(=C2)N2C(NCC2C2=C(C=C(C=C2F)OC)F)=O 1-(1H-benzo[d]imidazol-5-yl)-5-(2,6-difluoro-4-methoxyphenyl)imidazolidin-2-one